5-amino-2-(2-chloro-5-(pyrimidin-2-ylamino)pyridin-4-yl)-6-(5-methyl-1H-indazol-4-yl)pyrimidine-4-carboxamide NC=1C(=NC(=NC1C1=C2C=NNC2=CC=C1C)C1=CC(=NC=C1NC1=NC=CC=N1)Cl)C(=O)N